2-(trimethylsilyl)ethyl (3-(3-iodophenoxy)-3-(thiophen-2-yl)propyl)(methyl)carbamate IC=1C=C(OC(CCN(C(OCC[Si](C)(C)C)=O)C)C=2SC=CC2)C=CC1